N-(2,6-dimethylphenyl)-3,8-diazabicyclo[3.2.1]octane-8-carboxamide CC1=C(C(=CC=C1)C)NC(=O)N1C2CNCC1CC2